N-[(3-chloro-4-fluorophenyl)-(5-methyl-4-methylsulfonyl-1H-imidazol-2-yl)methyl]-6-fluoro-3-(trifluoromethyl)isoquinolin-1-amine ClC=1C=C(C=CC1F)C(NC1=NC(=CC2=CC(=CC=C12)F)C(F)(F)F)C=1NC(=C(N1)S(=O)(=O)C)C